CC1=NCC=2N(C3=C1C(=C(S3)C)C)C=NN2 trimethyl-6H-thieno[3,2-f][1,2,4]triazolo[4,3-a][1,4]diazepin